COC(=O)C1CC(CC(C1)C(=O)NCCCCCCN(CCCCCCC(=O)OCCC(CCC)C)CCCCCCC(=O)OCCC(CCC)C)C(=O)NCCCCCCN(CCCCCCC(=O)OCCC(CCC)C)CCCCCCC(=O)OCCC(CCC)C Tetrakis(3-methylhexyl) cis,cis-7,7',7'',7'''-((((5-(methoxycarbonyl)cyclohexane-1,3-dicarbonyl)bis(azanediyl))bis(hexane-6,1-diyl))bis(azanetriyl))tetraheptanoate